borneol C12(C(CC(CC1)C2(C)C)O)C